C(CN(CC(=O)O)CC(=O)O)(=O)O glycine-N,N-diacetic acid